(1aR,5aR)-2-(2,4-Difluoro-phenyl)-1a,2,5,5a-tetrahydro-1H-2,3-diaza-cyclopropa[a]pentalene-4-carboxylic acid (1H-benzoimidazol-2-yl)-amide N1C(=NC2=C1C=CC=C2)NC(=O)C=2C=1C[C@@H]3[C@H](C1N(N2)C2=C(C=C(C=C2)F)F)C3